[2-oxo-2-[2-[2,4,6-trioxo-5-[4-[4-(trifluoromethoxy)phenoxy]phenyl]hexahydropyrimidin-5-yl]-5-oxa-2,8-diazaspiro[3.5]nonan-8-yl] ethyl] acetate C(C)(=O)OCC(N1CCOC2(CN(C2)C2(C(NC(NC2=O)=O)=O)C2=CC=C(C=C2)OC2=CC=C(C=C2)OC(F)(F)F)C1)=O